CC=CC=CCCCC 2,4-nonadiene